N-[(2-chlorophenyl)methylene]-4-methylaniline ClC1=C(C=CC=C1)C=NC1=CC=C(C=C1)C